2-hydroxy-5-methoxy-4-[(4-methoxyphenyl)methylsulfanyl]benzonitrile OC1=C(C#N)C=C(C(=C1)SCC1=CC=C(C=C1)OC)OC